(3-(2-(4-(3-hydroxyoxetan-3-yl)phenyl)furo[3,2-b]pyridin-7-yl)phenyl)(morpholino)methanone OC1(COC1)C1=CC=C(C=C1)C1=CC2=NC=CC(=C2O1)C=1C=C(C=CC1)C(=O)N1CCOCC1